C(C)(C)(C)OC(=O)N1C(=C(C2=CC(=CC(=C12)F)F)C1CC(C1)(O)C#N)C1=CC=C(C=C1)F 3-(3-cyano-3-hydroxy-cyclobutyl)-5,7-difluoro-2-(4-fluorophenyl)indole-1-carboxylic acid tert-butyl ester